1-(3-(triethoxysilyl)propyl)ethane-1,2-diamine C(C)O[Si](CCCC(CN)N)(OCC)OCC